diazaspiro[5.5]undeca-1,4-diene N1=NCC=CC12CCCCC2